(R)-10-butyl-11-methyl-8-phenyl-8,9,10,11-tetrahydro-5H-benzo[3,4]chromeno[7,6-f][1,2,5]thiadiazepine-2-carboxylic acid 12,12-dioxide C(CCC)[C@H]1N(S(C2=C(N(C1)C1=CC=CC=C1)C=C1OCC3=C(C1=C2)C=C(C=C3)C(=O)O)(=O)=O)C